C(C)(C)(C)OC(=O)N1CCC(=CC1)C(=O)O\N=C(\C(C)C)/N.CC1=CC=C(C=C1)C1=C(C=C(C(=C1)C1=CC=C(C=C1)C)C1=CC=C(C=C1)C)C1=CC=C(C=C1)C 1,2,4,5-tetrakis(4-methylphenyl)benzene tert-Butyl-(Z)-4-((((1-amino-2-methylpropylidene)amino)oxy)carbonyl)-3,6-dihydropyridine-1(2H)-carboxylate